1,2,3,4-cyclobutanetetraformyl chloride C1(C(C(C1C(=O)Cl)C(=O)Cl)C(=O)Cl)C(=O)Cl